C(C)C(C(=O)OC)=CCCCCCC ethyl-2-nonenoic acid, methyl ester